CNCCCCCCNC(OC(C)(C)C)=O tert-butyl (6-(methylamino)hexyl)carbamate